FC1=C2C=NN(C2=CC=C1C1CC12NC(NC2=O)=O)C (4-fluoro-1-methyl-1H-indazol-5-yl)-4,6-diazaspiro[2.4]heptane-5,7-dione